ClC1=CC=C(C=C1)C1=CC(=NC(=N1)C=1C=NC=NC1)N1C[C@H](CC1)O (S)-1-(6-(4-chlorophenyl)-[2,5'-bipyrimidinyl]-4-yl)pyrrolidin-3-ol